N-(4-(5-(2-(4,4-difluoropiperidin-1-yl)-6-methoxypyridin-4-yl)-1,3,4-oxadiazol-2-yl)-3-(6-azaspiro[2.5]octan-6-yl)phenyl)-2-hydroxyethane-1-sulfonamide FC1(CCN(CC1)C1=NC(=CC(=C1)C1=NN=C(O1)C1=C(C=C(C=C1)NS(=O)(=O)CCO)N1CCC2(CC2)CC1)OC)F